2,3-bis[2-methyloxy-4-nitro-5-sulfophenyl]-2H-tetrazolium-5-carboxanilide COC1=C(C=C(C(=C1)[N+](=O)[O-])S(=O)(=O)O)N1[NH2+]C(=NN1C1=C(C=C(C(=C1)S(=O)(=O)O)[N+](=O)[O-])OC)C(=O)NC1=CC=CC=C1